C(#C)C=1C=NC=C(C1)C1NCC=CC1 3-ethynyl-5-(1,2,3,6-tetrahydropyridin-2-yl)pyridine